COC1=C(C(=CC=C1)OC1=CC=CC=C1)[N+](=O)[O-] 1-methoxy-2-nitro-3-phenoxy-benzene